C1(CC1)C=1C=C(C(=O)N=C2NCCCN2)C=CC1NC1=CC(=CC=C1)C(NC1(CC1)C)=O 3-cyclopropyl-N-(1,3-diazinan-2-ylidene)-4-({3-[(1-methylcyclopropyl)carbamoyl]phenyl}amino)benzamide